2-N-butyl-4-chloro-5-hydroxymethyl-1-[(2'-(1H-tetrazol-5-yl)biphenyl-4-yl)-methyl]imidazole, potassium salt [K].C(CCC)N1NC(=NN1)C1=C(C=CC=C1)C1=CC=C(C=C1)CN1C=NC(=C1CO)Cl